C(C)OC(CCCCCC(=O)O)=O heptanedioic acid hydrogen ethyl ester